4-[4-(2,3-dihydro-1,4-benzodioxin-2-yl)benzyl]-1,4-oxazepane O1C(COC2=C1C=CC=C2)C2=CC=C(CN1CCOCCC1)C=C2